FC1=CC=C(C=C1)C#CC1=CN=CC=2[C@H]3N(C[C@@H](OC21)C3)C(=O)OC(C)(C)C tert-butyl (2S,5S)-9-((4-fluorophenyl)ethynyl)-2,3-dihydro-2,5-methanopyrido[3,4-f][1,4]oxazepine-4(5H)-carboxylate